6-(5-(((3-(3-fluoro-5-methyl-6-oxo-5,6-dihydro-1,5-naphthyridin-4-yl)propyl)amino)methyl)-2-oxooxazolidin-3-yl)-2H-pyrido[3,2-b][1,4]oxazin-3(4H)-one FC=1C=NC=2C=CC(N(C2C1CCCNCC1CN(C(O1)=O)C=1C=CC=2OCC(NC2N1)=O)C)=O